3-(5-(6-chloro-4-(((R)-tetrahydrofuran-3-yl)amino)pyridin-3-yl)-1,3,4-thiadiazol-2-yl)-3,8-diazabicyclo[3.2.1]Octane-8-carboxylic acid tert-butyl ester C(C)(C)(C)OC(=O)N1C2CN(CC1CC2)C=2SC(=NN2)C=2C=NC(=CC2N[C@H]2COCC2)Cl